3-(5-(1H-benzo[d]imidazol-6-yl)-4H-1,2,4-triazol-3-yl)pyrrolidine-1-carbonitrile N1C=NC2=C1C=C(C=C2)C=2NC(=NN2)C2CN(CC2)C#N